(oxan-2-yloxy)propan O1C(CCCC1)OCCC